FC(CN1CCN(CC1)C(=O)OCC1=CC=CC=C1)(C1CCNCC1)F benzyl 4-[2,2-difluoro-2-(4-piperidyl)ethyl]piperazine-1-carboxylate